6-chloro-1-methyl-4-[(3S,4R)-3-methyl-4-[4-(trifluoromethoxy)anilino]-1-piperidyl]-2-oxo-1,5-naphthyridine-3-carbonitrile ClC=1N=C2C(=C(C(N(C2=CC1)C)=O)C#N)N1C[C@@H]([C@@H](CC1)NC1=CC=C(C=C1)OC(F)(F)F)C